O=C1NC(CCC1N1C(C2=CC=CC(=C2C1)NCCCCCCC(=O)N1CCN(CC1)C1CCN(CC1)C=1C(=CC2=C(C(C=3NC=4C=C(CC(C4C3C2)=O)C#N)(C)C)C1)CC)=O)=O 8-(4-(4-(7-((2-(2,6-dioxopiperidin-3-yl)-1-oxoisoindolin-4-yl)amino)heptanoyl)piperazin-1-yl)piperidin-1-yl)-9-ethyl-6,6-dimethyl-1-oxo-6,11-dihydro-5H-benzo[b]carbazole-3-carbonitrile